3-(2-fluoro-6-methoxy-phenyl)-5-(trifluoromethyl)-4H-isoxazol-5-ol FC1=C(C(=CC=C1)OC)C1=NOC(C1)(O)C(F)(F)F